C(CCCCCCCCCC(C)C)(=O)OCC(O)CO glyceryl isotridecanoate